COC(=O)C1=CC=C(C=C1)C1=CC=C(C=C1)O 4'-hydroxy-4-biphenylcarboxylic acid methyl ester